3-(6-cyclopropyl-1-oxo-7-(trifluoromethyl)isoindolin-2-yl)piperidine-2,6-dione C1(CC1)C1=CC=C2CN(C(C2=C1C(F)(F)F)=O)C1C(NC(CC1)=O)=O